tin Fluoride [Sn](F)(F)(F)F